ClC1=CC=C(CN2CC(CCC2)C2=CC=NC=3N2N=C(C3C3=CC(=NC=C3)OCC)C)C=C1 7-(1-(4-Chlorobenzyl)piperidin-3-yl)-3-(2-ethoxypyridin-4-yl)-2-methylpyrazolo[1,5-a]pyrimidine